9-(3-fluorobicyclo[1.1.1]pentan-1-yl)-7-methyl-2-((7-methyl-[1,2,4]triazolo[1,5-a]pyridin-6-yl)amino)-7,9-dihydro-8H-purin-8-one FC12CC(C1)(C2)N2C1=NC(=NC=C1N(C2=O)C)NC=2C(=CC=1N(C2)N=CN1)C